C(C)(C)(C)OC(N(CC=1C2=C(C(=NC1)Cl)CCC2)CCO[Si](C)(C)C(C)(C)C)=O tert-butyl(2-((tert-butyldimethylsilyl)oxy)ethyl)((1-chloro-6,7-dihydro-5H-cyclopenta[c]pyridin-4-yl)methyl)carbamate